1-oxo-1,3-benzodithiolidine O=S1CSC2=C1C=CC=C2